BrC=1C=C2N(C(N(C2)C=2C=NN(C2)C)=O)C1 6-bromo-2-(1-methyl-1H-pyrazol-4-yl)-1,2-dihydro-3H-pyrrolo[1,2-c]imidazol-3-one